3-(4-bromophenyl)but-3-en-2-one BrC1=CC=C(C=C1)C(C(C)=O)=C